(1R,4R)-4-fluoro-5'-(4-fluoro-3-methylphenyl)-9'-hydroxy-4',4'-dimethyl-4',5'-dihydro-3'H-spiro[cyclohexane-1,1'-pyrano[4,3-b]indole]-4-carboxylic acid FC1(CCC2(OCC(C=3N(C=4C=CC=C(C4C32)O)C3=CC(=C(C=C3)F)C)(C)C)CC1)C(=O)O